(ethylcarbamoyl)lithium picolinate N1=C(C=CC=C1)C(=O)O.C(C)NC(=O)[Li]